O1CCN(CC1)C=1C2=C(N=C(N1)NC1=CC(=NN1)C1=CC=C(C=C1)C)C1=C(O2)N=CC=C1 4-morpholino-N-(3-(p-tolyl)-1H-pyrazol-5-yl)pyrido[3',2':4,5]furo[3,2-d]pyrimidin-2-amine